((2r,3r)-4-bromo-5-chloro-6-fluoro-3-methyl-2-(pyridin-2-yl)-2,3-dihydrobenzofuran-2-yl)methanol BrC1=C(C(=CC2=C1[C@H]([C@@](O2)(C2=NC=CC=C2)CO)C)F)Cl